(+)-5-[4-(Cyclopropyloxy)phenyl]-7-{1-[1-(2-fluorophenyl)-1H-1,2,3-triazol-4-yl]ethyl}-7H-pyrrolo[2,3-d]pyrimidin-4-amine C1(CC1)OC1=CC=C(C=C1)C1=CN(C=2N=CN=C(C21)N)C(C)C=2N=NN(C2)C2=C(C=CC=C2)F